tert-Butyl N-[2-[2-[4-cyano-2-(2-methyl-5-propan-2-ylpyrazol-3-yl)oxyphenyl]pyrimidin-5-yl]ethyl]carbamate C(#N)C1=CC(=C(C=C1)C1=NC=C(C=N1)CCNC(OC(C)(C)C)=O)OC=1N(N=C(C1)C(C)C)C